N-(3,3-difluorocyclobutyl)-5-(7H-pyrrolo[2,3-d]pyrimidin-5-yl)pyrazolo[1,5-a]pyridine-3-carboxamide FC1(CC(C1)NC(=O)C=1C=NN2C1C=C(C=C2)C2=CNC=1N=CN=CC12)F